(2R)-N-(3-{2-[(3-methoxy-1-methyl-1H-pyrazol-4-yl)amino]pyrimidin-4-yl}-1H-indol-7-yl)-2-(4-methylpiperazin-1-yl)propionamide trimesic acid salt C(C1=CC(C(=O)O)=CC(C(=O)O)=C1)(=O)O.COC1=NN(C=C1NC1=NC=CC(=N1)C1=CNC2=C(C=CC=C12)NC([C@@H](C)N1CCN(CC1)C)=O)C